(4-(1-methyl-2-(4-(methylsulfonyl)phenyl)-1H-pyrrolo[3,2-b]pyridin-6-yl)phenyl)piperazine-1-carboxylic acid tert-butyl ester C(C)(C)(C)OC(=O)N1C(CNCC1)C1=CC=C(C=C1)C=1C=C2C(=NC1)C=C(N2C)C2=CC=C(C=C2)S(=O)(=O)C